(S)-2-(((2R,3S,4R,5R)-5-(2-chloro-6-(isopropylamino)-9H-purin-9-yl)-3-ethynyl-3,4-dihydroxytetrahydrofuran-2-yl)methoxy)-3-phenyl-2-(thiazol-4-yl)propionic acid ClC1=NC(=C2N=CN(C2=N1)[C@H]1[C@@H]([C@@]([C@H](O1)CO[C@@](C(=O)O)(CC1=CC=CC=C1)C=1N=CSC1)(O)C#C)O)NC(C)C